FC=1C=NC=C(C1CCCC(=O)O)F 3,5-difluoro-4-pyridinebutanoic acid